ClC=1C=C2C(=NC=NC2=C(C1)C(F)(F)F)N[C@@H](C)C=1N(N=CN1)C=1N=NC(=CC1)OCC1=NC=CC=N1 6-chloro-N-[(1S)-1-[2-[6-(pyrimidin-2-ylmethoxy)pyridazin-3-yl]-1,2,4-triazol-3-yl]ethyl]-8-(trifluoromethyl)quinazolin-4-amine